(1R,3r)-3-((R)-3-(1-(4-chloro-1-((S)-1-(2,4-dichlorophenyl)ethyl-2,2,2-d3)-1H-benzo[d][1,2,3]triazol-6-yl)azetidin-3-yl)piperidin-1-yl)-1-methylcyclobutane-1-carboxylic acid ClC1=CC(=CC=2N(N=NC21)[C@H](C([2H])([2H])[2H])C2=C(C=C(C=C2)Cl)Cl)N2CC(C2)[C@@H]2CN(CCC2)C2CC(C2)(C(=O)O)C